O=C1C2=C(N=C(O1)C1=C(C=CC=C1)NS(=O)(=O)C1=CC3=CC=CC=C3C=C1)C=CC=C2 N-(2-(4-oxo-4H-benzo[d][1,3]oxazin-2-yl)phenyl)naphthalene-2-sulfonamide